FC(C1=C(C=CC(=C1)C(F)(F)F)C1CCC2=C(N(C1=O)CC#CC)C=CC(=C2)F)(F)F 3-(2,4-Bis(trifluoromethyl)phenyl)-1-(but-2-ynyl)-7-fluoro-4,5-dihydro-1H-benzo[b]azepine-2(3H)-one